BrC=1C=NC(=NC1)OCC 5-bromo-2-ethoxypyrimidin